F[Sb-](F)(F)(F)(F)F.ClC=1C=C(C[SH+]CC2=CC=C(C=C2)O)C=C(C1)Cl 3,5-dichlorobenzyl-4-hydroxyphenylmethyl-sulfonium hexafluoroantimonate